racemic-tert-butyl 2-(3,6-dihydro-2H-pyran-4-yl)-5-methyl-8-oxo-4,5,6,8-tetrahydrospiro[cyclopenta[d][1,2,4]triazolo[1,5-a]pyrimidine-7,4'-piperidine]-1'-carboxylate O1CCC(=CC1)C1=NN2C(NC3=C(C2=O)C2(CCN(CC2)C(=O)OC(C)(C)C)C[C@H]3C)=N1 |r|